6-bromo-4-methylpyrazolo[1,5-a]pyridine-3-carboxylic acid methyl ester COC(=O)C=1C=NN2C1C(=CC(=C2)Br)C